FC=1C(=C(C(=CC1)F)B(OO)OO)OC (3,6-difluoro-2-methoxyphenyl)dihydroxyboronic acid